CCC(CC)N1N=CC(=C1)C=1C=2N(C=C(N1)C=1C=NN(C1)CCN1CC(NCC1)=O)N=CC2 4-(2-(4-(4-(1-(pent-3-yl)-1H-pyrazol-4-yl)pyrazolo[1,5-a]pyrazin-6-yl)-1H-pyrazol-1-yl)ethyl)piperazin-2-one